2-(1-ethyl-3-methyl-1H-pyrazol-5-yl)-8-(3-morpholinopropoxy)-9H-pyrimido[4,5-b]indol-6-carboxamide C(C)N1N=C(C=C1C=1N=CC2=C(NC3=C(C=C(C=C23)C(=O)N)OCCCN2CCOCC2)N1)C